ClC1=C(C(=CC=C1)C)NC(=O)C1=CN=C(S1)NC1=CC(=NC(=N1)C)N1CCN(CC1)CCC(C(=O)[O-])(CC(=O)[O-])CCCO[N+](=O)[O-] 2-(4-(6-((5-((2-chloro-6-methylphenyl)carbamoyl)thiazol-2-yl)amino)-2-methylpyrimidin-4-yl)piperazin-1-yl)ethyl(3-(nitrooxy)propyl)succinate